2-(1H-imidazol-1-yl)-6,7-dihydro-5H-cyclopenta[d]pyrimidine-4-carboxylic acid N1(C=NC=C1)C=1N=C(C2=C(N1)CCC2)C(=O)O